CC1=C(C(=NO1)C=1C=CC(NC1)(C(=O)OC(C)(C)C)C(F)(F)F)COC1=CC2=C(N=N1)CNCC2 tert-butyl 5-[5-methyl-4-({5H,6H,7H,8H-pyrido[3,4-c]pyridazin-3-yloxy}methyl)-1,2-oxazol-3-yl]-2-(trifluoromethyl)pyridine-2-carboxylate